[5-methoxy-6-[(5-methoxy-2-pyridyl)methoxy]-3-pyridyl]-(7-methoxy-1,5-naphthyridin-4-yl)methanol COC=1C=C(C=NC1OCC1=NC=C(C=C1)OC)C(O)C1=CC=NC2=CC(=CN=C12)OC